COCCOC1=CC(=NC2=CC=C(C=C12)[N+](=O)[O-])C=1C=NN(C1)C 4-(2-Methoxyethoxy)-2-(1-methyl-1H-pyrazol-4-yl)-6-nitroquinoline